FC(OC=1C(=NNC1)C(=O)N)F (difluoromethoxy)pyrazole-3-carboxamide